tert-butyl (R)-(2-acetylamino-1-(4-(ethylsulfonyl)phenyl)ethyl)carbamate C(C)(=O)NC[C@@H](C1=CC=C(C=C1)S(=O)(=O)CC)NC(OC(C)(C)C)=O